C(C)(C)(C)OC(NCCOC=1C=NC=CC1CN)=O tert-Butyl(2-((4-(aminomethyl)pyridin-3-yl)oxy)ethyl)carbamate